tris(benzoyl-trifluoroacetylacetone) terbium (III) [Tb+3].C(C1=CC=CC=C1)(=O)C(C(C)=O)C(C(F)(F)F)=O.C(C1=CC=CC=C1)(=O)C(C(C)=O)C(C(F)(F)F)=O.C(C1=CC=CC=C1)(=O)C(C(C)=O)C(C(F)(F)F)=O